(+/-)-N5-((1R,5S,6r)-3-Oxabicyclo[3.1.0]hexan-6-yl)-N7-methyl-3-phenyl-2,3-dihydrobenzofuran-5,7-dicarboxamid [C@H]12COC[C@@H]2C1NC(=O)C=1C=C(C2=C(C(CO2)C2=CC=CC=C2)C1)C(=O)NC